[N+](=O)([O-])C1=C(C=CC=C1)C1=NN(C(O1)=O)COCC[Si](C)(C)C 5-(2-nitrophenyl)-3-((2-(trimethylsilyl)ethoxy)methyl)-1,3,4-oxadiazol-2(3H)-one